ClC=1C(=CC(=C(O[C@H](C(=O)OC)C)C1)C(CC)(F)F)F methyl (2S)-2-[5-chloro-2-(1,1-difluoropropyl)-4-fluorophenoxy]propanoate